C1(CC1)COC1=NC=C(C=N1)C=1N=C(NC(C1)=O)C=1C=C(CNC(CCC)=O)C=CC1C(F)(F)F N-{3-[2'-(cyclopropylmethoxy)-6-oxo-1,6-dihydro-[4,5'-bipyrimidine]-2-yl]-4-(trifluoromethyl)benzyl}butanamide